C(CC1=CC=CC=C1)C1NCCNCCNCCNC1 (2-phenethyl)1,4,7,10-tetraazacyclododecane